CC1=CC=CC(=N1)C1=NC(=C2N=CNC2=N1)N1CCCC2=CN=CC=C12 1-(2-(6-methylpyridin-2-yl)-9H-purin-6-yl)-1,2,3,4-tetrahydro-1,6-naphthyridine